C(CCC)N(C(SCCSC(N(CCCC)CCCC)=S)=S)CCCC ethylene bis(dibutyldithiocarbamate)